C(C)(=O)N[C@@H]1CNCC1 (S)-3-acetamidopyrrolidine